C(C)(C)OC=1C=CC=C2C(=NC(=NC12)NC=1N=CN(C1)C1=CC(=C(C(=C1)OC)OC)OC)N1[C@@H](CCC1)C(=O)N (S)-1-(8-isopropoxy-2-((1-(3,4,5-trimethoxyphenyl)-1H-imidazol-4-yl)amino)quinazolin-4-yl)pyrrolidine-2-carboxamide